O=C1NC(CCC1N1C(C2=CC=CC(=C2C1=O)NCCCC1CCN(CC1)C(=O)OC(C)(C)C)=O)=O tert-butyl 4-(3-((2-(2,6-dioxopiperidin-3-yl)-1,3-dioxoisoindolin-4-yl)amino)propyl)piperidine-1-carboxylate